NC(C(=O)NC1=CC=C(C=C1)C1=C2C(=NC=C1)NC=C2)=C (2S)-2-Amino-N-[4-(1H-pyrrolo[2,3-b]pyridin-4-yl)phenyl]propenamide